BrC=1C=C(C=CC1)[C@@H](C)NC1=NC(=NC2=CC(=C(C=C12)OC)OCCCCCCCCC(=O)N(C)OC)C (R)-9-((4-((1-(3-Bromophenyl)ethyl)amino)-6-methoxy-2-methylquinazolin-7-yl)oxy)-N-methoxy-N-methylnonanamide